NC1=CC(=C(C=C1)B(O)O)OC(F)(F)F 4-amino-2-trifluoromethoxyphenylboronic acid